(S)-(5-((2-amino-2,4-dimethylpentyl)oxy)-6-(difluoromethyl)-[2,4'-bipyridinyl]-2'-yl)carbamic acid methyl ester COC(NC1=NC=CC(=C1)C1=NC(=C(C=C1)OC[C@@](CC(C)C)(C)N)C(F)F)=O